3-(4-butoxy)-5,7-dimethoxy-2-(3,4,5-trimethoxyphenyl)-4H-chromen-4-one CCCCOC1=C(OC2=CC(=CC(=C2C1=O)OC)OC)C1=CC(=C(C(=C1)OC)OC)OC